CC1=NC(=CC=C1NC(=O)C1C(CCCC1)C(=O)O)C1=C(C(=NO1)C)CNC1=NC=CC(=N1)C=1SC=CC1 2-((2-methyl-6-(3-methyl-4-(((4-(thiophen-2-yl)pyrimidin-2-yl)amino)methyl)isoxazol-5-yl)pyridin-3-yl)carbamoyl)cyclohexane-1-carboxylic acid